C(C)(C)(C)N(C(O)=O)CC1=C(C=C(C(=C1)F)C1=CC(=NC=C1)NC(=O)C1CC1)C.C1(CCCCC1)COC(=O)N1CCN(CC1)C=1SC=CN1 2-(4-((cyclohexylmethoxy)carbonyl)piperazin-1-yl)thiazole tert-butyl-(4-(2-(cyclopropanecarboxamido)pyridin-4-yl)-5-fluoro-2-methylbenzyl)carbamate